2-(methoxymethyl)-4-nitro-1,2,3,5,6,7-hexahydro-s-indacene COCC1CC2=CC=3CCCC3C(=C2C1)[N+](=O)[O-]